ClC1=CC=C(CNC(=O)NC2=CC=C(C=C2)[C@@H]2CNC(O2)=O)C=C1 (R)-1-(4-chlorobenzyl)-3-(4-(2-oxooxazolidin-5-yl)phenyl)urea